2-(5,6-dihydro-4H-pyrrolo[1,2-b]pyrazol-3-yl)pyrazolo[5,1-b]thiazole-7-carboxamide N=1N2C(=C(C1)C1=CN3C(S1)=C(C=N3)C(=O)N)CCC2